IC1=CN(C=2N=CN=C(C21)N)C(CC)C=2N=NN(C2)C2=NC=CC(=C2)C(F)(F)F 5-iodo-7-(1-{1-[4-(trifluoromethyl)pyridin-2-yl]-1H-1,2,3-triazol-4-yl}propyl)-7H-pyrrolo[2,3-d]pyrimidin-4-amine